NCN1CCC(CC1)C#N (aminomethyl)-4-cyanopiperidin